C(C=C)(=O)N1CCN(CC1)C1=C(C(N(C2=NC(=C(C=C12)Cl)C1=C(C=CC=C1)F)C=1C(=NC=CC1C)C(C)C)=O)C#N 4-(4-acryloylpiperazin-1-yl)-6-chloro-7-(2-fluorophenyl)-1-(2-isopropyl-4-methyl-pyridin-3-yl)-2-oxo-1,2-dihydro-1,8-naphthyridine-3-carbonitrile